ClC=1C=CC(=C(C1)[C@@H](C)N[S@](=O)C(C)(C)C)CN1C(NC(C2=C1C=CN2)=O)=S (R)-N-[(1R)-1-[5-chloro-2-[(4-oxo-2-sulfanylidene-2,3,4,5-tetrahydro-1H-pyrrolo[3,2-d]pyrimidin-1-yl)methyl]phenyl]ethyl]-2-methylpropane-2-sulfinamide